3-(cyclopropylmethyl)-4a,9-dihydroxy-2,4,5,6,7a,13-hexahydro-1H-4,12-methanobenzofuro[3,2-e]isoquinolin-7-one C1CC1CN2CCC34C5C(=O)CCC3(C2CC6=C4C(=C(C=C6)O)O5)O